(R)-1-(4-bromobenzyl)-2-methylpyrrolidine BrC1=CC=C(CN2[C@@H](CCC2)C)C=C1